(S)-8-ethyl-8-hydroxy-15-((4-methylpiperazin-1-yl)methyl)-11,14-dihydro-2H-[1,4]dioxino[2,3-g]pyrano[3',4':6,7]indolizino[1,2-b]quinoline-9,12(3H,8H)-dione C(C)[C@]1(C(OCC=2C(N3CC=4C(=NC=5C=C6C(=CC5C4CN4CCN(CC4)C)OCCO6)C3=CC21)=O)=O)O